5-(3-methyl-5-{(1S)-1-[3-(methylsulfonyl)-5-(trifluoromethyl)benzamido]ethyl}-1H-1,2,4-triazol-1-yl)pyrazine-2-carboxylic acid CC1=NN(C(=N1)[C@H](C)NC(C1=CC(=CC(=C1)C(F)(F)F)S(=O)(=O)C)=O)C=1N=CC(=NC1)C(=O)O